ethyl 5-((1H-imidazol-1-yl)methyl)-2-(2-chloroethyl)-3-(1-methyl-3-(trifluoromethyl)-1H-pyrazol-4-yl)benzoate N1(C=NC=C1)CC=1C=C(C(=C(C(=O)OCC)C1)CCCl)C=1C(=NN(C1)C)C(F)(F)F